8-(3-Fluorobenzyl)-2-((5-Methylfuran-2-yl)methyl)-6-phenylimidazo[1,2-a]pyrazin-3(7H)-one FC=1C=C(CC2=C3N(C=C(N2)C2=CC=CC=C2)C(C(=N3)CC=3OC(=CC3)C)=O)C=CC1